C1(=NN=CC=2CCCCC12)N 5,6,7,8-tetrahydrophthalazin-1-amine